FS(=O)(=O)O Perfluorosulfonic acid